NCCCCNC(C[C@H]1C(N[C@H]2[C@H](O1)O[C@@H]([C@@H]([C@@H]2O)O)CO)=O)=O N-(4-aminobutyl)-2-((3S,4aS,6R,7R,8R,8aR)-7,8-dihydroxy-6-(hydroxymethyl)-2-oxohexahydro-1H,6H-pyrano[2,3-b][1,4]oxazin-3-yl)acetamide